N-{[5-chloro-6-(6-fluoro-5-methoxy-2-pyridyl)-2-indolyl]methyl}[(S)-2-oxetanyl]acetamide ClC=1C=C2C=C(NC2=CC1C1=NC(=C(C=C1)OC)F)CNC(C[C@H]1OCC1)=O